C(C)OC1=C(C=CC=C1OC)OC 2-ethoxy-1,3-dimethoxybenzene